C(N)(OC1=C(C=CC=C1)C(=C)C)=O (2-(prop-1-en-2-yl) phenyl) carbamate